4-(2-Oxoethyl)piperidine-1-carboxylic acid tert-butyl ester C(C)(C)(C)OC(=O)N1CCC(CC1)CC=O